FC(C1=CC=C(CO[C@H]2[C@@H](CNC2)N2N=NC(=C2)C=2C=C(C=NC2)N)C=C1)(F)F 5-(1-(trans-4-(4-(trifluoromethyl)benzyloxy)pyrrolidin-3-yl)-1H-1,2,3-triazol-4-yl)pyridin-3-amine